tert-butyl-6-(3-bromo-2-chlorophenyl)-3,4-dihydroisoquinoline C(C)(C)(C)C1=NCCC2=CC(=CC=C12)C1=C(C(=CC=C1)Br)Cl